BrC1=CC2=C(N=C(S2)CC(=O)OCC)C=C1 ethyl 2-(6-bromobenzo[d]thiazol-2-yl)acetate